4-(morpholinomethyl)-7-nitroquinolin-8-ol O1CCN(CC1)CC1=CC=NC2=C(C(=CC=C12)[N+](=O)[O-])O